O=C1NC(CCC1C1=NN(C2=CC(=CC=C12)OCC(=O)NC=1N=CSC1)C)=O 2-((3-(2,6-Dioxopiperidin-3-yl)-1-methyl-1H-indazol-6-yl)oxy)-N-(thiazol-4-yl)-acetamide